ClC1=C(C=C(C=C1)N1C[C@H]2C([C@H]2C1)C1=NOC(=N1)CN1C=NC=2N=CN(C2C1=O)C)F 1-((3-((1R,5S,6r)-3-(4-chloro-3-fluorophenyl)-3-azabicyclo[3.1.0]hexane-6-yl)-1,2,4-oxadiazol-5-yl)methyl)-7-methyl-1,7-dihydro-6H-purin-6-one